butyl dodecyl phosphite P(OCCCC)(OCCCCCCCCCCCC)[O-]